ClCCC=1C=C2CCNC2=CC1Cl 5-(2-chloroethyl)-6-chloro-1,3-dihydro-indole